C(=O)C=1C=C(C=CC1O)NC(C)=O N-(3-formyl-4-hydroxyphenyl)acetamide